7-{3-[(furan-2-ylmethyl)carbamoyl]azetidin-1-yl}-5-methyl-4-oxo-1-(1,3-thiazol-2-yl)-1,4-dihydro-1,8-naphthyridine-3-carboxylic acid O1C(=CC=C1)CNC(=O)C1CN(C1)C1=CC(=C2C(C(=CN(C2=N1)C=1SC=CN1)C(=O)O)=O)C